6-Isopropoxy-2-(oxetan-3-yl)-N-(pyrazolo[1,5-a]pyrimidin-3-yl)-2H-indazole C(C)(C)OC1=CC=C2CN(N(C2=C1)C=1C=NN2C1N=CC=C2)C2COC2